5-(2-chloro-5-(isobutyramidomethyl)benzamido)-N-(3-chlorophenyl)-1-(3-methoxypropyl)-1H-indole-2-carboxamide ClC1=C(C(=O)NC=2C=C3C=C(N(C3=CC2)CCCOC)C(=O)NC2=CC(=CC=C2)Cl)C=C(C=C1)CNC(C(C)C)=O